N1C(=CC=2C=NC=CC21)CNC(CN2C(=NC=C(C2=O)N[C@H](C)C=2N=C(OC2)C2=CC=CC=C2)N2CCOCC2)=O (R)-N-((1H-Pyrrolo[3,2-c]pyridine-2-yl)methyl)-2-(2-morpholino-6-oxo-5-((1-(2-phenyloxazol-4-yl)ethyl)amino)pyrimidin-1(6H)-yl)acetamide